1,5-dihydrobenzo[e][1,3,2]-dioxaphosphepin-3-amine C1OP(OCC2=C1C=CC=C2)N